N-(4-(3-methyl-1-(4-(methylsulfonyl)benzoyl)-1,2,3,6-tetrahydropyridin-4-yl)-1H-pyrrolo[2,3-b]pyridin-6-yl)cyclopropylcarboxamide CC1CN(CC=C1C1=C2C(=NC(=C1)NC(=O)C1CC1)NC=C2)C(C2=CC=C(C=C2)S(=O)(=O)C)=O